1-chloro-2-(trifluoromethyl)-4-(4-vinylphenoxy)benzene ClC1=C(C=C(C=C1)OC1=CC=C(C=C1)C=C)C(F)(F)F